5,8-diazaspiro[3.5]nonane-5-carboxamide C1CCC12N(CCNC2)C(=O)N